ammonium picrate C1([N+](=O)[O-])=CC([N+](=O)[O-])=CC([N+](=O)[O-])=C1[O-].[NH4+]